1-(2-hydroxy-3-(4-methoxyphenoxy)-propan-1-yl)-3-(4-vinylbenzyl)-1H-imidazolium iodid [I-].OC(CN1C=[N+](C=C1)CC1=CC=C(C=C1)C=C)COC1=CC=C(C=C1)OC